C(C)(C)(C)N(C(=O)OC(CCCC)C=1C=C2CCCNC2=C(C1)NC1=NC=CC=C1)S(=O)(=O)Cl 1-[8-(2-pyridinylamino)-1,2,3,4-tetrahydroquinolin-6-yl]pentan-1-ol tert-butyl-(chlorosulfonyl)carbamate